2-((2-methylene-4-oxo-4-(1-(4-(trifluoromethyl)benzyl)cyclopropoxy)butanoyl)oxy)acetic acid C=C(C(=O)OCC(=O)O)CC(OC1(CC1)CC1=CC=C(C=C1)C(F)(F)F)=O